NC1=NC=NN2C1=CC=C2[C@@H]2O[C@@H]([C@@H]1[C@H]2OC(O1)(C)C)CO ((3aR,4R,6S,6aS)-6-(4-aminopyrrolo[2,1-f][1,2,4]triazin-7-yl)-2,2-dimethyltetrahydrofuro[3,4-d][1,3]dioxol-4-yl)methanol